(S)-4-(3-((2-(difluoromethoxy)-6-methylpyridin-3-yl)carbamoyl)-3-(2-isopropylphenyl)azetidin-1-yl)-2-methyl-4-oxobutanoic acid FC(OC1=NC(=CC=C1NC(=O)C1(CN(C1)C(C[C@@H](C(=O)O)C)=O)C1=C(C=CC=C1)C(C)C)C)F